C(CCCCCCC)(=O)OC(CCCCCC)CCC propyl-heptyl caprylate